The molecule is a hydrate that is the monohydrate of the sodium salt of meclofenamic acid. It is used for the treatment of dysmenorrhoea (painful periods), osteoarthritis and rheumatoid arthritis. It has a role as an analgesic, an anticonvulsant, an antineoplastic agent, an antipyretic, an antirheumatic drug, an EC 1.13.11.34 (arachidonate 5-lipoxygenase) inhibitor, an EC 1.14.99.1 (prostaglandin-endoperoxide synthase) inhibitor and a non-steroidal anti-inflammatory drug. It contains a sodium meclofenamate (anhydrous). CC1=C(C(=C(C=C1)Cl)NC2=CC=CC=C2C(=O)[O-])Cl.O.[Na+]